2-(1-(4-((4-(3-hydroxypiperidin-1-yl)phenyl)amino)-5-oxo-5,6-dihydropyrimido[4,5-d]pyridazin-2-yl)piperidin-4-yl)acetonitrile OC1CN(CCC1)C1=CC=C(C=C1)NC1=NC(=NC=2C=NNC(C21)=O)N2CCC(CC2)CC#N